C(C)OC=1C=C(C=C(C1C(C)(C)O)OCC)C(C)=O 1-[3,5-Diethoxy-4-(2-hydroxypropan-2-yl)phenyl]ethan-1-one